C(C)(=O)OCCC(CC=C(CCCCCC)C)C 3,6-dimethyldodec-5-en-1-yl acetate